N-(3-(5-chloro-2-methoxyphenyl)-1-(1-cyanoethyl)-1H-pyrazol-4-yl)pyrazolo[1,5-a]pyrimidine-3-carboxamide ClC=1C=CC(=C(C1)C1=NN(C=C1NC(=O)C=1C=NN2C1N=CC=C2)C(C)C#N)OC